COC1=NOC(=C1)C(C#N)C (3-methoxyisoxazol-5-yl)propionitrile